O1CCN(CC1)C1=NC2=CC=C(C=C2C=N1)CN1C[C@H](CC1)OC=1C=C2CN(C(C2=CC1)=O)[C@H]1C(NC(CC1)=O)=O (R)-3-(5-(((S)-1-((2-Morpholinoquinazolin-6-yl)methyl)pyrrolidin-3-yl)oxy)-1-oxoisoindolin-2-yl)piperidine-2,6-dione